2-(2-chlorophenyl)-3-iodopyrimidine ClC1=C(C=CC=C1)C1N=CC=CN1I